6-((8-Azabicyclo[3.2.1]octan-3-yl)oxy)-N-(4-([1,2,4]triazolo[1,5-a]pyridin-7-yloxy)-2-fluoro-3-methylphenyl)quinazolin-4-amine C12CC(CC(CC1)N2)OC=2C=C1C(=NC=NC1=CC2)NC2=C(C(=C(C=C2)OC2=CC=1N(C=C2)N=CN1)C)F